C(CCC)C(C(C(O)C(CCCCCCCCCCC)=O)O)(O)CCCC dibutyl-lauroyl-monoglycerol